FC=1C=C(C=C(C1)F)C(C)OC=1C=C2C(=NNC2=CC1)C1=NC2=C(N1)CN(C2)C2CCC(CC2)N(C)C 4-(2-(5-(1-(3,5-Difluorophenyl)ethoxy)-1H-Indazol-3-yl)-4,6-Dihydropyrrolo[3,4-d]imidazol-5(1H)-yl)-N,N-Dimethylcyclohexan-1-Amin